6-Bromo-N-((1-(dimethylamino)cyclobutyl)methyl)-3-(((2R,7aS)-2-fluorotetrahydro-1H-pyrrolizin-7a(5H)-yl)methoxy)imidazo[1',2':1,6]pyrido[3,2-d]pyrimidin-1-amine BrC1=CC2=NC(=NC(=C2N2C1=NC=C2)NCC2(CCC2)N(C)C)OC[C@]21CCCN1C[C@@H](C2)F